ClC1=CC(=C(C=C1)C=1NN2C(=CN([C@@H](C2)C)C(=O)OC(C)(C)C)C1C1=CC=NC=C1)F |r| racemic-tert-butyl 2-(4-chloro-2-fluorophenyl)-6-methyl-3-(pyridin-4-yl)-6,7-dihydropyrazolo[1,5-a]pyrazine-5-carboxylate